N-(4-((6-(cyclopropylamino)-7-methoxy-1,5-naphthyridin-4-yl)oxy)-3,5-difluorophenyl)-4-methoxynicotinamide C1(CC1)NC=1N=C2C(=CC=NC2=CC1OC)OC1=C(C=C(C=C1F)NC(C1=CN=CC=C1OC)=O)F